The molecule is a sulfonamide consisting of pyrimidine having a methoxy substituent at the 5-position and a 4-aminobenzenesulfonamido group at the 2-position. It has a role as an antiinfective agent, a renal agent and a leprostatic drug. It is a member of pyrimidines, a sulfonamide and a sulfonamide antibiotic. It derives from a sulfanilamide. COC1=CN=C(N=C1)NS(=O)(=O)C2=CC=C(C=C2)N